Boc-valeric acid C(=O)(OC(C)(C)C)C(C(=O)O)CCC